C(C=C)C(O)C(CO)(CO)CO Allyl-Pentaerythritol